C(C1=CC=CC=C1)N1CC(NC2(COC2)C1)C 8-benzyl-6-methyl-2-oxa-5,8-diazaspiro[3.5]nonane